4-(((Pyridin-4-yloxy)methyl)-2-(trifluoromethyl)oxazolidin-3-yl)-2-(trifluoromethyl)benzonitril N1=CC=C(C=C1)OCC1(OCCN1C1=CC(=C(C#N)C=C1)C(F)(F)F)C(F)(F)F